O=C1NC(CCC1C1=C(C=C(C=C1F)N1C[C@H]([C@H](CC1)N1CCN(CC1)C(=O)[O-])F)F)=O 4-((3R,4S)-1-(4-(2,6-dioxopiperidin-3-yl)-3,5-difluorophenyl)-3-fluoropiperidin-4-yl)piperazine-1-carboxylate